NC1CCC(CC1)NC1=NC=C(C(=N1)NC1=CC=CC=C1)C(=O)N 2-((1r,4r)-4-aminocyclohexylamino)-4-(phenylamino)pyrimidine-5-carboxamide